tert-Butyl N-[5-[[4-[[3-[1-(cyanomethyl)-3-(trifluoromethyl)pyrazol-4-yl]imidazo[1,2-a]pyrazin-8-yl]amino]-2-ethyl-benzoyl]amino]pentyl]carbamate C(#N)CN1N=C(C(=C1)C1=CN=C2N1C=CN=C2NC2=CC(=C(C(=O)NCCCCCNC(OC(C)(C)C)=O)C=C2)CC)C(F)(F)F